(1R,3S,5S)-tert-Butyl 3-((6-bromo-3-methylpyridin-2-yl)carbamoyl)-5-((difluoromethoxy)methyl)-2-azabicyclo[3.1.0]hexane-2-carboxylate BrC1=CC=C(C(=N1)NC(=O)[C@H]1N([C@@H]2C[C@@]2(C1)COC(F)F)C(=O)OC(C)(C)C)C